O=C1NC2=CC=C(C=C2CC1)NC1=NC=C(C(=N1)NCCCNC(OC(C)(C)C)=O)C(F)(F)F tert-Butyl (3-((2-((2-oxo-1,2,3,4-tetrahydroquinolin-6-yl)amino)-5-(trifluoromethyl) pyrimidin-4-yl)amino)propyl)carbamate